N1[C@H](CC1)COC=1C=NN(C1C1=CC=2N(C=C1)N=C(C2)NC2=NC=C(C(=O)NCC(C)(C)C#N)C=C2)C (R)-6-((5-(4-(azetidin-2-ylmethoxy)-1-methyl-1H-pyrazol-5-yl)pyrazolo[1,5-a]pyridin-2-yl)amino)-N-(2-cyano-2-methylpropyl)nicotinamide